tert-butyl-[3-(phenyldiazenyl) phenyl] carbamate C(N)(OC1=C(C(=CC=C1)N=NC1=CC=CC=C1)C(C)(C)C)=O